2-amino-1-phenyl-1,3-propanediol NC(C(O)C1=CC=CC=C1)CO